2-methylpropanoic acid methyl ester COC(C(C)C)=O